5α-pregnane-3,6,20-triol CC([C@H]1CC[C@H]2[C@@H]3CC([C@H]4CC(CC[C@]4(C)[C@H]3CC[C@]12C)O)O)O